6-fluoro-4-carbonyl-8-(4-carbonylbutyl)-1,4-dihydroquinoline-2-carboxylic acid methyl ester COC(=O)C=1NC2=C(C=C(C=C2C(C1)=C=O)F)CCCC=C=O